(2S,6S)-N-((S)-1-cyano-2-(4-(3-methyl-2-oxo-2,3-dihydrobenzo[d]oxazol-5-yl)phenyl)ethyl)-6-ethoxy-1,4-oxazocane-2-carboxamide C(#N)[C@H](CC1=CC=C(C=C1)C=1C=CC2=C(N(C(O2)=O)C)C1)NC(=O)[C@H]1OCC[C@@H](CNC1)OCC